[Si](C)(C)(C(C)(C)C)OCC(CCCCO)(C)C 6-((tert-butyldimethylsilyl)oxy)-5,5-dimethylhexan-1-ol